C(C)(C)(C)OC(NC1=NC(=C(C=C1)NC1=CC=CC=C1)C)=O (6-methyl-5-(anilino)pyridin-2-yl)carbamic acid tert-butyl ester